Tert-butyl 6-(4-cyclopropyl-5-(2-(trifluoromethyl) phenyl)-1H-pyrazol-1-yl)-2-azaspiro[3.3]heptane-2-carboxylate C1(CC1)C=1C=NN(C1C1=C(C=CC=C1)C(F)(F)F)C1CC2(CN(C2)C(=O)OC(C)(C)C)C1